ClC1=CC(=C(CN[C@H](C(=O)O)CCCN2CCCC2)C=C1)OC1=CC=C(C=C1)C1=CN=C(N1C)CN(C)C (S)-2-((4-chloro-2-(4-(2-((dimethylamino)methyl)-1-methyl-1H-imidazol-5-yl)phenoxy)benzyl)amino)-5-(pyrrolidin-1-yl)pentanoic acid